benzyl (S)-2-(cyanomethyl)-4-(2-(((S)-1-methylpyrrolidin-2-yl)methoxy)-7-((5-(trifluoromethyl)-1H-indazol-4-yl)methyl)-5H-pyrrolo[3,2-d]pyrimidin-4-yl)piperazine-1-carboxylate C(#N)C[C@@H]1N(CCN(C1)C=1C2=C(N=C(N1)OC[C@H]1N(CCC1)C)C(=CN2)CC2=C1C=NNC1=CC=C2C(F)(F)F)C(=O)OCC2=CC=CC=C2